2-((R)-4-(2-(dimethylamino)-2-oxoethyl)-2-((R)-3-methyl-1-((S)-3-phenyl-2-(pyrazine-2-carboxamido)propanamido)butyl)-5-oxo-1,3,2-dioxaborolan-4-yl)acetic acid CN(C(C[C@@]1(OB(OC1=O)[C@H](CC(C)C)NC([C@H](CC1=CC=CC=C1)NC(=O)C1=NC=CN=C1)=O)CC(=O)O)=O)C